3-Aminomethyl-3,5-dimethylhexanoic Acid NCC(CC(=O)O)(CC(C)C)C